C(C)(C)(C)OC(=O)N1C[C@@H](OCC1)C(NC1=NC=NC(=C1)Cl)=O.C1(=CC=C(C=C1)N(C1=CC=C(C=C1)C)C1=CC=C(C=C1)C1(CCCCC1)C1=CC=C(C=C1)N(C1=CC=C(C=C1)C)C1=CC=C(C=C1)C)C 1,1-bis[4-[N,N-di-p-toluylamino]phenyl]cyclohexane tert-butyl-(R)-2-((6-chloropyrimidin-4-yl)carbamoyl)morpholine-4-carboxylate